CC1=C(C(=CC=C1)C)N1C(=NC2=CC=CC=C2C1=O)CC1=CC=C(C(=O)NO)C=C1 4-{[3-(2,6-dimethylphenyl)-4-oxo-3,4-dihydroquinazolin-2-yl]methyl}-N-hydroxybenzamide